methyl 1-(2-chloro-5-methylpyrimidin-4-yl)-1H-imidazole-4-carboxylate ClC1=NC=C(C(=N1)N1C=NC(=C1)C(=O)OC)C